NCCNC(CC[C@@H](C(=O)OC)O)=O methyl (S)-5-((2-aminoethyl)amino)-2-hydroxy-5-oxopentanoate